C(C1=CC=CC=C1)OC1=CC(=C(C(=O)OC2=C(C(=C(C(=O)O)C(=C2C)C)C)C)C(=C1)C)OC 4-((4-(benzyloxy)-2-methoxy-6-methylbenzoyl)oxy)-2,3,5,6-tetramethylbenzoic acid